C1(CC1)N Cyclopropyl-amine